FC=1C=C(C=CC1F)NC(N(C1CCCC=2NC(C=3CCCCC3C12)=O)C)=O 3-(3,4-Difluorophenyl)-1-methyl-1-(6-oxo-1,2,3,4,5,6,7,8,9,10-decahydrophenanthridin-1-yl)urea